C(C)(C)N(NC)S(=O)(=O)O (Isopropyl)-N-methylaminosulfoamine